COC1=CC(=NC=C1)C#CCO 3-(4-methoxypyridin-2-yl)propan-2-yn-1-ol